4-cyano-N-((1s,3s)-3-((5-(oxazol-2-yl)-1H-pyrrolo[2,3-b]pyridin-4-yl)amino)cyclobutyl)pyridine-2-sulfonamide C(#N)C1=CC(=NC=C1)S(=O)(=O)NC1CC(C1)NC1=C2C(=NC=C1C=1OC=CN1)NC=C2